ethyl 2-(3-((tert-butyldimethylsilyl)oxy)-3-methylcyclobutylidene)acetate [Si](C)(C)(C(C)(C)C)OC1(CC(C1)=CC(=O)OCC)C